ClC=1C=CC(=C(C(=O)OC)C1)NC1=C(C=C(C=C1)F)OC methyl 5-chloro-2-((4-fluoro-2-meth-oxyphenyl)-amino)benzoate